tert-Butyl 5-amino-1H-pyrazolo[4,3-b]pyridine-1-carboxylate NC1=CC=C2C(=N1)C=NN2C(=O)OC(C)(C)C